hydroxyfluorenediamine OC1=C(C(=C2CC3=CC=CC=C3C2=C1)N)N